N2-(4-fluorophenyl)pyridine-2,4-diamine FC1=CC=C(C=C1)NC1=NC=CC(=C1)N